4-(dimethylamino)cyclohexyl 4-{[6-(2,6-dichlorophenyl)-5-oxo-5,6-dihydroimidazo[1,2-a]pyrimido[5,4-e]pyrimidin-2-yl]amino}benzoate ClC1=C(C(=CC=C1)Cl)N1C=2N(C3=C(C1=O)C=NC(=N3)NC3=CC=C(C(=O)OC1CCC(CC1)N(C)C)C=C3)C=CN2